7-benzyl-4-methyl-1-(4-morpholino-6-oxo-1,6-dihydropyridin-2-yl)-1,4-diazepan-5-one C(C1=CC=CC=C1)C1CC(N(CCN1C=1NC(C=C(C1)N1CCOCC1)=O)C)=O